1-(3-chlorophenyl)-1,2,3,4-tetrahydroquinoxalin ClC=1C=C(C=CC1)N1CCNC2=CC=CC=C12